FC=1C(=CC=2C3=C(NC(C2C1)=O)COCC3N(C(=O)C3=CC(=NN3)C(F)(F)F)C)F N-(8,9-Difluoro-6-oxo-1,4,5,6-tetrahydro-2H-pyrano[3,4-c]isoquinolin-1-yl)-N-methyl-3-(trifluoromethyl)-1H-pyrazole-5-carboxamide